C(C1=CC=CC=C1)OC[C@H]1[C@@H](C1)COC1=C(C=CC(=N1)C(=O)NC(C(=O)O)(CC)CC)Br |r| (rac)-trans-2-[[6-[[2-(benzyloxymethyl)cyclopropyl]methoxy]-5-bromo-pyridine-2-carbonyl]amino]-2-ethyl-butyric acid